(4-(2-hydroxyethyl)piperazin-1-yl)(3-methoxy-5-((4-(5-phenyl-4,5-dihydro-1H-pyrazol-1-yl)thieno[3,2-d]pyrimidin-2-yl)amino)phenyl)methanone OCCN1CCN(CC1)C(=O)C1=CC(=CC(=C1)NC=1N=C(C2=C(N1)C=CS2)N2N=CCC2C2=CC=CC=C2)OC